(R)-N-((R)-1-(1-(4-chlorophenyl)-1H-imidazol-4-yl)ethyl)-2-methylpropan-2-sulfinamide ClC1=CC=C(C=C1)N1C=NC(=C1)[C@@H](C)N[S@](=O)C(C)(C)C